BrC(C1=CC=CC=C1)Br bromobenzyl bromide